C[C@@H]1COCCN1C1=CC(=NC(=N1)C1=C2C(=NC=C1)NC=C2)NCC2COC2 (R)-6-(3-methylmorpholino)-N-(oxetan-3-ylmethyl)-2-(1H-pyrrolo[2,3-b]pyridin-4-yl)pyrimidin-4-amine